5,6'-dibromo-5'-methyl-3-styryl-2,3'-bipyridine BrC=1C=C(C(=NC1)C=1C=NC(=C(C1)C)Br)C=CC1=CC=CC=C1